BrC1=CC(=C(C=C1)N1N=CC=C1)[N+](=O)[O-] 1-(4-bromo-2-nitro-phenyl)pyrazole